6-{[3-(2,3-dichloro-6-fluorophenyl)pyrrolidin-3-yl]amino}-3-isopropylpyrido[3,2-d]pyrimidin-4-one ClC1=C(C(=CC=C1Cl)F)C1(CNCC1)NC=1C=CC=2N=CN(C(C2N1)=O)C(C)C